C(C)C1=C(N=C2N1C=C(C(=C2)OC)C#N)C(C2=CC=CC=C2)(C2=CC=CC=C2)O 3-ethyl-2-(hydroxydiphenylmethyl)-7-methoxyimidazo[1,2-a]Pyridine-6-carbonitrile